Dimethylsilyl-(tetramethylcyclopentadienyl)(t-butylamino)dimethyl-titanium C[SiH](C)C[Ti](C)(NC(C)(C)C)C1(C(=C(C(=C1)C)C)C)C